CN1N=CC2=C(C=C(C=C12)COC[C@@H](C)NC(OC(C)(C)C)=O)[N+](=O)[O-] (R)-tert-butyl (1-((1-methyl-4-nitro-1H-indazol-6-yl)methoxy)propan-2-yl)carbamate